2-methyl-5-(6-(pyrrolidine-1-carbonyl)naphthalen-1-yl)isoindolin-1-one CN1C(C2=CC=C(C=C2C1)C1=CC=CC2=CC(=CC=C12)C(=O)N1CCCC1)=O